(4R,11bS)-4-(2-((S)-(2-(Diphenylphosphaneyl)phenyl)(methyl)silyl)phenyl)-4,5-dihydro-3H-dinaphtho[2,1-c:1',2'-e]phosphepine C1(=CC=CC=C1)P(C1=C(C=CC=C1)[Si@H](C1=C(C=CC=C1)P1CC2=C(C3=C(C1)C=CC1=CC=CC=C13)C=1C=CC=CC1C=C2)C)C2=CC=CC=C2